5-chloro-N-(4-fluoro-3-(2-(methylsulfinyl)imidazo[1',2':1,6]pyrido[2,3-d]pyrimidin-6-yl)phenyl)-2-methoxypyridine-3-sulfonamide ClC=1C=C(C(=NC1)OC)S(=O)(=O)NC1=CC(=C(C=C1)F)C1=CC2=C(N=C(N=C2)S(=O)C)N2C1=NC=C2